tert-butyl N-{[5-(2-fluorophenyl)-1-(3-{[(3-methoxyazetidin-1-yl) sulfonyl] amino} benzenesulfonyl)-1H-pyrrol-3-yl] methyl}-N-methylcarbamate FC1=C(C=CC=C1)C1=CC(=CN1S(=O)(=O)C1=CC(=CC=C1)NS(=O)(=O)N1CC(C1)OC)CN(C(OC(C)(C)C)=O)C